C1(=CC=CC=C1)C(C1=CC=CC=C1)(C1=CC=CC=C1)SCCCCCCC(CCCCCCSC(C1=CC=CC=C1)(C1=CC=CC=C1)C1=CC=CC=C1)=O 1,13-bis-[(triphenylmethyl)mercapto]-tridecan-7-one